CC(CC)OC(=O)N1C(CCCC1)CCO 1-(1-methylpropoxycarbonyl)-2-(2-hydroxyethyl)Piperidine